3-t-butoxy-N,N-di-t-butoxy-methylpropionamide C(C)(C)(C)OCC(C(=O)N(OC(C)(C)C)OC(C)(C)C)C